(3Z,5alpha)-3-[(2-aminoethoxy)imino]Androstane-6,17-dione NCCO\N=C\1/C[C@@H]2C(C[C@H]3[C@@H]4CCC([C@@]4(C)CC[C@@H]3[C@]2(CC1)C)=O)=O